(E)-4-[[4-[[4-(2-cyanoethenyl)-2,6-dimethylphenyl]-amino]-2-pyrimidinyl]-amino]-benzonitrile C(#N)/C=C/C1=CC(=C(C(=C1)C)NC1=NC(=NC=C1)NC1=CC=C(C#N)C=C1)C